2-(4-bromopiperidine-1-carbonyl)-7-oxa-5-azaspiro[3.4]octan-6-one BrC1CCN(CC1)C(=O)C1CC2(C1)NC(OC2)=O